(S)-N-(5-(tert-butyl)isoxazol-3-yl)-4-methyl-3-(1-(pyrimidin-5-yl)pyrrolidin-3-yl)benzamide C(C)(C)(C)C1=CC(=NO1)NC(C1=CC(=C(C=C1)C)[C@H]1CN(CC1)C=1C=NC=NC1)=O